COC([C@H]1N(C([C@H](C1)C)=O)C(=O)OC(C)(C)C)=O (2S,4S)-N-Boc-4-methylpyroglutamic acid methyl ester